CS(=O)C1=NC=C(C=N1)C(=O)N 2-(methylsulfinyl)-pyrimidine-5-carboxamide